[C@@H]12[C@H]([C@H]([C@@H](CC1)C2)C(=O)[O-])C(=O)[O-].[Ca+2] calcium (1R,2R,3S,4S)-bicyclo[2.2.1]heptane-2,3-dicarboxylate